C(#N)[C@H](C[C@H]1C(NCC1)=O)NC([C@H](CC1CCCCC1)NC(OCC1=CC(=CC=C1)Cl)=O)=O (3-chlorophenyl)methyl [(2S)-1-({(1S)-1-cyano-2-[(3S)-2-oxopyrrolidin-3-yl]ethyl}amino)-3-cyclohexyl-1-oxopropan-2-yl]carbamate